C(C)OC(=O)C=1C(=NC2=CC(=CC=C2C1C)Br)OC.N(=C=O)CC1CC(CCC1)CN=C=O 1,3-bis-(isocyanatomethyl)cyclohexane ethyl-7-bromo-2-methoxy-4-methylquinoline-3-carboxylate